(2,3-dimethylquinoxalin-6-yl)ethan-1-ol ethyl-(R)-5-(((benzyloxy)carbonyl)amino)-2-((S)-2-(2-(4-chlorophenyl)-2-methylpropanamido)-3,3-dimethylbutanamido)pentanoate C(C)[C@](C(=O)OC(C)C=1C=C2N=C(C(=NC2=CC1)C)C)(CCCNC(=O)OCC1=CC=CC=C1)NC([C@H](C(C)(C)C)NC(C(C)(C)C1=CC=C(C=C1)Cl)=O)=O